OC1CC(N2N=C(C=C21)C(=O)OCC)C2=CC=CC=C2 ethyl 4-hydroxy-6-phenyl-5,6-dihydro-4H-pyrrolo[1,2-b]pyrazole-2-carboxylate